ethyl 4-(2-(tetrahydro-2H-pyran-4-carboxamido)thiazol-5-yl)benzoate O1CCC(CC1)C(=O)NC=1SC(=CN1)C1=CC=C(C(=O)OCC)C=C1